5-[1-(6-methoxy-3-pyridinyl)-3-(trifluoromethyl)pyrazol-4-yl]-1-methyl-imidazole-2-carboxamide COC1=CC=C(C=N1)N1N=C(C(=C1)C1=CN=C(N1C)C(=O)N)C(F)(F)F